tert-butyl (S)-4-(4-(((S)-3-((tert-butyldimethylsilyl)oxy)-1-methoxy-1-oxopropan-2-yl)carbamoyl)thiazol-2-yl)-2-methylpiperazine-1-carboxylate [Si](C)(C)(C(C)(C)C)OC[C@@H](C(=O)OC)NC(=O)C=1N=C(SC1)N1C[C@@H](N(CC1)C(=O)OC(C)(C)C)C